thallium edetate C(N(CC(=O)[O-])CC(=O)[O-])CN(CC(=O)[O-])CC(=O)[O-].[Tl+].[Tl+].[Tl+].[Tl+]